C(#C)C1=C(C(=C(C(=C1C#C)C#C)C#C)C#C)C#C hexakisethynylbenzene